methyl 1-(4-((3-nitro-6-phenylpyridin-2-yl)amino)phenethyl)pyrrolidine-3-carboxylate [N+](=O)([O-])C=1C(=NC(=CC1)C1=CC=CC=C1)NC1=CC=C(CCN2CC(CC2)C(=O)OC)C=C1